OP(O)OP(O)O.C(C)(C)(C1=CC=CC=C1)C1=C(C=CC(=C1)C(C)(C)C1=CC=CC=C1)C(O)(C(CO)(CO)CO)C1=C(C=C(C=C1)C(C)(C)C1=CC=CC=C1)C(C)(C)C1=CC=CC=C1 bis(2,4-dicumyl-phenyl)pentaerythritol diphosphite